N=1N(C=C2C1CNC2)S(=O)(=O)C=2C=C1C(=NC2)OCCO1 7-((5,6-dihydropyrrolo[3,4-c]pyrazol-2(4H)-yl)sulfonyl)-2,3-dihydro-[1,4]dioxino[2,3-b]pyridine